BrCC1=CC=C2N=C(C(NC2=C1F)=O)C1CC1 7-(bromomethyl)-3-cyclopropyl-8-fluoro-1H-quinoxalin-2-one